((1s,3s)-3-(trifluoromethoxy)cyclobutoxy)acetic acid FC(OC1CC(C1)OCC(=O)O)(F)F